O=C1C(=CC=2C(=NC=CN2)N1CC1=NC=CC=C1OC(F)(F)F)N1CCN(CC1)C(=O)OC(C)(C)C tert-butyl 4-(6-oxo-5-((3-(trifluoromethoxy)pyridin-2-yl)methyl)-5,6-dihydropyrido[2,3-b]pyrazin-7-yl)piperazine-1-carboxylate